[N+](=O)([O-])C=1C=C(C=CC1NCC1CCOCC1)S(=O)(=O)C1=C(C=CC(=C1)C(=O)N)C=1CCCCC1 (3-nitro-4-(((tetrahydro-2H-pyran-4-yl)methyl)amino)phenyl)sulfonyl-2',3',4',5'-tetrahydro-[1,1'-biphenyl]-4-carboxamide